CNC(O[C@@H]1CC[C@H](CC1)C(N(C[C@@H]1CC[C@H](CC1)C1=NC(=C(C=C1)OC)C)C1=CC(=CC=C1)C=1C=NN(C1)C(C)C)=O)=O trans-4-((3-(1-Isopropyl-1H-pyrazol-4-yl)phenyl)((trans-4-(5-methoxy-6-methylpyridin-2-yl)cyclohexyl)methyl)carbamoyl)-cyclohexyl methylcarbamate